FC(C(F)(F)F)(C(F)(F)F)C1=CC(=C(N)C=C1)C(F)(F)F 4-(perfluoroisopropyl)-2-(trifluoromethyl)aniline